The molecule is an L-tryptophan derivative that is L-tryptophan-6,7-dione in which a cysteine unit is attached at position 4 via its side-chain thiol group. It is a L-tryptophan derivative, a L-cysteine thioether and a member of orthoquinones. C1=C(C2=C(C(=O)C1=O)NC=C2C[C@@H](C(=O)O)N)SC[C@@H](C(=O)O)N